(S)-6-(methoxymethyl)-2,5,8-triazaspiro[3.5]nonane-2-carboxylic acid tert-butyl ester C(C)(C)(C)OC(=O)N1CC2(C1)N[C@@H](CNC2)COC